1-octyl-2,3-dimethylimidazole hydrobromide Br.C(CCCCCCC)N1C(N(C=C1)C)C